C1(=CC=C(C=C1)N(C=1C=2C3CCC(C2C=C2C4CCC(C12)CC4)CC3)C3=CC=C(C=C3)C3=CC=CC=C3)C3=CC=CC=C3 N,N-bis({[1,1'-biphenyl]-4-yl})1,2,3,4,5,6,7,8-octahydro-1,4:5,8-diethanoanthracene-9-amine